[Mn](=O)(=O)([O-])[O-].[Li+].[Ni+2].[P+3].[Mn](=O)(=O)([O-])[O-].[Mn](=O)(=O)([O-])[O-] Phosphorus nickel lithium manganate